C1(CCC1)N1N=CC(=C1)NC(=O)C=1N=C(SC1)C=1C=NC=CC1 N-(1-cyclobutyl-1H-pyrazol-4-yl)-2-(pyridin-3-yl)thiazole-4-carboxamide